Cl.Cl.NC=1C=C(C(=O)O)C=C(C1)N 3,5-diaminobenzoic acid dihydrochloride